N-(4,5-dihydroxypentyl)acrylamide OC(CCCNC(C=C)=O)CO